5'-Benzoyl-2'-chloro-5-(difluoromethoxy)-6-fluoro-[1,1'-biphenyl]-2-carbonitrile C(C1=CC=CC=C1)(=O)C=1C=CC(=C(C1)C=1C(=CC=C(C1F)OC(F)F)C#N)Cl